N[C@]1(CN(CC1)C1=C(C(=C(C=C1)F)CN1CC(CC1)(F)F)CN1C2=NC=NC(=C2N=C1)N)C(=O)NC1CC1 (R)-3-amino-1-(2-((6-amino-9H-purin-9-yl)methyl)-3-((3,3-difluoropyrrolidin-1-yl)methyl)-4-fluorophenyl)-N-cyclopropylpyrrolidine-3-carboxamide